(2S,4R)-4-fluoro-N-[(S)-[3-fluoro-4-(propan-2-yl)phenyl](phenyl)methyl]-1-[2-(1H-imidazol-1-yl)acetyl]pyrrolidine-2-carboxamide F[C@@H]1C[C@H](N(C1)C(CN1C=NC=C1)=O)C(=O)N[C@@H](C1=CC=CC=C1)C1=CC(=C(C=C1)C(C)C)F